2,3-bis(tetradecyloxy)propyl 3-hydroxypropanoate OCCC(=O)OCC(COCCCCCCCCCCCCCC)OCCCCCCCCCCCCCC